S1C=CC2=C1C(OCC21CCC1)CNC 1-(5'H,7'H-spiro[cyclobutane-1,4'-thieno[2,3-c]pyran]-7'-yl)-N-methylmethylamine